2-(1-(3-bromothiophen-2-yl)cyclopropoxy)ethan-1-ol BrC1=C(SC=C1)C1(CC1)OCCO